N[C@@H]1CN(CC1)C=1C2=CN(N=C2C(=CC1NC(=O)C1=[N+](C(=CC=C1)C1=C(C=CC=C1OC)F)[O-])F)C 2-((4-((S)-3-aminopyrrolidin-1-yl)-7-fluoro-2-methyl-2H-indazol-5-yl)carbamoyl)-6-(2-fluoro-6-methoxyphenyl)pyridine 1-oxide